ethyl 3-octylundecanoate C(CCCCCCC)C(CC(=O)OCC)CCCCCCCC